N-(3-acetylphenyl)-5-benzyl-1-{4-(tert-butyl)phenyl}-4,5,6,7-tetrahydro-1H-pyrazolo[4,3-c]pyridine-3-carboxamide C(C)(=O)C=1C=C(C=CC1)NC(=O)C1=NN(C2=C1CN(CC2)CC2=CC=CC=C2)C2=CC=C(C=C2)C(C)(C)C